(2R,3R,4S)-2-(2-(hex-1-yn-1-yl)-6-((3-iodobenzyl)amino)-8-(thiophen-2-yl)-9H-purin-9-yl)tetrahydrothiophene-3,4-diol C(#CCCCC)C1=NC(=C2N=C(N(C2=N1)[C@@H]1SC[C@H]([C@H]1O)O)C=1SC=CC1)NCC1=CC(=CC=C1)I